C(C)C1=C(OC2=CC(=C(C=C2)CO)N2C[C@H](CC2)OC2=NC=C(C=C2)C(F)(F)F)C=CC=C1 (S)-(4-(2-ethylphenoxy)-2-(3-(5-(trifluoromethyl)pyridin-2-yloxy)pyrrolidin-1-yl)phenyl)methanol